tert-butyl-4-(4,4,5,5-tetramethyl-1,3,2-dioxaborolan-2-yl)-5,6-dihydropyridine-1(2H)-carboxylate C(C)(C)(C)OC(=O)N1CC=C(CC1)B1OC(C(O1)(C)C)(C)C